3-[(4-Hydroxy-2-butyn-1-yl)oxy]propanenitrile OCC#CCOCCC#N